FC=1C=C(C#N)C=C(C1)[C@H]1N(OCC1)C(=O)[C@@H]1CC[C@H](CC1)CC1=CC(=CC(=C1)CO)F trans-3-fluoro-5-[(3S)-2-[4-[[3-fluoro-5-(hydroxymethyl)phenyl]methyl]cyclohexanecarbonyl]isoxazolidin-3-yl]benzonitrile